COC(=O)C1C(C[C@@]2(C=C(C3=CC=CC=C23)C)CC1)=O.FC1=CC=C(C(=O)NC=2C=C3C(=NN(C3=CC2)COCC[Si](C)(C)C)C=2C=NC=CC2)C=C1 4-fluoro-N-(3-(pyridin-3-yl)-1-((2-(trimethylsilyl)ethoxy)methyl)-1H-indazol-5-yl)benzamide methyl-(1R)-3'-methyl-3-oxospiro[cyclohexane-1,1'-indene]-4-carboxylate